4-Carboxythiazole C(=O)(O)C=1N=CSC1